tert-butyl (2-((2-bromo-5-fluorobenzyl)oxy)ethyl)carbamate BrC1=C(COCCNC(OC(C)(C)C)=O)C=C(C=C1)F